4-(7-(1H-imidazol-4-yl)-4-(1-methyl-1H-pyrazol-5-yl)imidazo[1,5-b]pyridazin-2-yl)-3-methylmorpholine N1C=NC(=C1)C1=NC=C2N1N=C(C=C2C2=CC=NN2C)N2C(COCC2)C